OC1=C(C=CC(=C1)OC1OCCCC1)C(C=CC1=CC=CC=C1)=O 1-[2-Hydroxy-4-(oxan-2-yloxy)phenyl]-3-phenylprop-2-en-1-one